BrC=1C=C2C(=NC=NC2=C(C1)C)NCC1=C(C=C(C=C1)OC)OC 6-bromo-N-(2,4-dimethoxybenzyl)-8-methylquinazolin-4-amine